4-bromo-2,3-difluorobenzenethiol BrC1=C(C(=C(C=C1)S)F)F